ClC1=CN=C2C(=NC(=NN21)C2=C(C=CC=C2F)F)NC2CCN(CC2)C(C)C 7-chloro-2-(2,6-difluorophenyl)-N-(1-isopropylpiperidin-4-yl)imidazo[2,1-f][1,2,4]triazin-4-amine